O=C1NC(CCC1C1=C(C=C(C=C1F)C1CCN(CC1)C=1C=CC(=NC1)C=O)F)=O 5-(4-(4-(2,6-dioxopiperidin-3-yl)-3,5-difluorophenyl)piperidin-1-yl)picolinaldehyde